C1(CC1)C(C)C1=C(C2=C(CCO2)C=C1)O 6-(1-cyclopropylethyl)-2,3-dihydrobenzofuran-7-ol